(4,4-dimethyl-1,4-azasilinan-1-yl)-1H-indole-2-carboxamide C[Si]1(CCN(CC1)N1C(=CC2=CC=CC=C12)C(=O)N)C